N-phenethylpiperidine-3-carboxamide C(CC1=CC=CC=C1)NC(=O)C1CNCCC1